BrC1=CC=C2N=CC(=NC2=C1)C=1C(=NN(C1)[C@@H]1C[C@H](C1)CN)C1CC1 (trans-3-(4-(7-bromoquinoxalin-2-yl)-3-cyclopropyl-1H-pyrazol-1-yl)cyclobutyl)methanamine